FC=1C=CC2=C(CC[C@@H](O2)C(=O)O)C1 |r| racemic-6-fluoro-3,4-dihydro-2H-1-benzopyran-2-carboxylic acid